N-Methyl-3-(1-methyl-1H-imidazol-4-yl)-4-((4-(trifluoromethyl)phenyl)amino)benzenesulfonamide CNS(=O)(=O)C1=CC(=C(C=C1)NC1=CC=C(C=C1)C(F)(F)F)C=1N=CN(C1)C